2-(3-Fluoroazetidin-1-yl)isonicotinonitrile FC1CN(C1)C=1C=C(C#N)C=CN1